ClC1=C(OCC2(CCN(CC2)C(=O)N2C[C@@H]3[C@@H](OCC(N3)=O)CC2)C)C=CC(=C1)F (-)-(4aR,8aS)-6-(4-((2-Chloro-4-fluorophenoxy)methyl)-4-methylpiperidine-1-carbonyl)hexahydro-2H-pyrido[4,3-b][1,4]oxazin-3(4H)-one